bipyrrole C1=CNC(=C1)C2=CC=CN2